C(#N)[C@H]1[C@@H](COCC1)N1N=C(C(=C1)C(=O)N)NC=1C=C(C2=C(C(=C(B(O2)O)C)C)C1)C 1-(trans-4-cyanotetrahydropyran-3-yl)-3-[(2-hydroxy-3,4,8-trimethyl-1,2-benzoxaborinin-6-yl)amino]pyrazole-4-carboxamide